1-(2-fluoroethyl)-N-[3-fluoro-4-[(7-methoxy-1,5-naphthyridin-4-yl)oxy]phenyl]-5-(furan-3-yl)-6-methyl-4-oxopyridine-3-carboxamide FCCN1C=C(C(C(=C1C)C1=COC=C1)=O)C(=O)NC1=CC(=C(C=C1)OC1=CC=NC2=CC(=CN=C12)OC)F